3-chloro-6-(3-fluorobenzyl)pyridazine ClC=1N=NC(=CC1)CC1=CC(=CC=C1)F